C1(=CC=CC=C1)N(C1=CC=C(C=C1)C=1C=C2C=CC(=CC2=CC1)N(C1=CC=CC=C1)C1=CC=CC=C1)C1=CC=CC=C1 [6-(4-diphenylamino-phenyl)naphthalen-2-yl]-diphenylamine